ethyl 2-hydroxy-3-((S)-2-((1-(4-methoxybenzyl)-6-oxo-5-(trifluoromethyl)-1,6-dihydropyridazin-4-yl)amino)propoxy)propionate OC(C(=O)OCC)COC[C@H](C)NC=1C=NN(C(C1C(F)(F)F)=O)CC1=CC=C(C=C1)OC